C(C)(C)C=1C(=NN(C1)COCC[Si](C)(C)C)C(=O)OC Methyl 4-isopropyl-1-((2-(trimethylsilyl) ethoxy) methyl)-1H-pyrazole-3-carboxylate